O=C1NC(CCC1NC1=CC(=C(C=C1)N1CC(C(CC1)N1CCN(CC1)C(=O)O[C@@H]1CC[C@H](CC1)NC1=NC=C(C(=N1)C1=CC(=CC=C1)N1C(C=CC=C1)=O)F)F)F)=O trans-[4-[[5-fluoro-4-[3-(2-oxo-1-pyridyl)phenyl]pyrimidin-2-yl]amino]cyclohexyl] 4-[1-[4-[(2,6-dioxo-3-piperidyl)amino]-2-fluoro-phenyl]-3-fluoro-4-piperidyl]piperazine-1-carboxylate